1-amino-1-oxopropane NC(CC)=O